N-(2-(4,4-difluoropiperidin-1-yl)-6-methylpyrimidin-4-yl)-4-((2-hydroxyethyl)sulfonamido)-2-(6-azaspiro[2.5]octan-6-yl)benzamide Hydrochloride Cl.FC1(CCN(CC1)C1=NC(=CC(=N1)NC(C1=C(C=C(C=C1)NS(=O)(=O)CCO)N1CCC2(CC2)CC1)=O)C)F